C(C)OC(=O)C=1NC(=C(C1)NC(=O)OC(C)(C)C)C=1N(N=CC1C#N)C 4-(Boc-amino)-5-(4-cyano-2-methyl-pyrazol-3-yl)-1H-pyrrole-2-carboxylic acid ethyl ester